IC1=C(C(=C(C(=C1CN)I)CN)I)CN 2,4,6-triiodobenzene-1,3,5-trimethanamine